FC1=C(C=CC=C1)C1=NC=C(C=N1)CN(CCC1=CC=C(C=C1)NC(=O)C1=C(C=C(C(=C1)OC)OC)NC(=O)C=1OC2=CC=CC=C2C(C1)=O)CC=1C=NC=C(C1)OC N-(2-((4-(2-(((2-(2-Fluorophenyl)pyrimidin-5-yl)methyl)((5-methoxypyridin-3-yl)methyl)amino)ethyl)phenyl)carbamoyl)-4,5-dimethoxyphenyl)-4-oxo-4H-chromene-2-carboxamide